2-chloro-4-{[(3S)-pyrrolidin-3-yl]amino}benzamide ClC1=C(C(=O)N)C=CC(=C1)N[C@@H]1CNCC1